[Al].[Sr] Strontium-Aluminium